2-ethynylaziridine C(#C)C1NC1